2-[(2R)-3-(3,4-dihydro-1H-isoquinolin-2-yl)-2-hydroxypropyl]-6-(3-hydroxyprop-1-ynyl)-3,4-dihydroisoquinolin-1-one C1N(CCC2=CC=CC=C12)C[C@H](CN1C(C2=CC=C(C=C2CC1)C#CCO)=O)O